C(CCC)C(CC)S(=O)(=O)[O-] 1-butyl-1-propanesulfonate